OC1=C(C(=O)O)C(=CC(=C1)O)I 2,4-Dihydroxy-6-iodobenzoic acid